1,3-bis(3-fluorophenyl)guanidine FC=1C=C(C=CC1)NC(=N)NC1=CC(=CC=C1)F